C12OCC(C1)(C2)NC(=O)C=2C=CC1=C(N=C(O1)C1=C(C(=C(C(=C1)C(F)(F)F)F)O)F)C2 N-(2-Oxabicyclo[2.1.1]hexan-4-yl)-2-(2,4-difluoro-3-hydroxy-5-(trifluoromethyl)phenyl)benzo[d]oxazole-5-carboxamide